(R)-2-(6-(3,4-dimethoxyphenyl)-7-ethyl-5H-pyrrolo[3,2-d]pyrimidin-2-yl)-5-(piperidin-2-ylmethyl)-1,3,4-oxadiazole COC=1C=C(C=CC1OC)C1=C(C=2N=C(N=CC2N1)C=1OC(=NN1)C[C@@H]1NCCCC1)CC